3-(4-hydroxy-3-methoxyphenyl)acrylate OC1=C(C=C(C=C1)C=CC(=O)[O-])OC